FC1=C(C#N)C(=CC(=C1)CC(C)C)N1C2CN(C(C1)C2)CC=2N=NC=CC2 2-fluoro-4-isobutyl-6-(5-(pyridazin-3-ylmethyl)-2,5-diazabicyclo[2.2.1]heptan-2-yl)benzonitrile